C1(CC1)NC(=O)C1=NC=C(C(=C1)B(O)O)C 2-(CYCLOPROPYLCARBAMOYL)-5-METHYLPYRIDIN-4-YLBORONIC ACID